4-phenyl 6-methyl 7-bromo-2,3-dihydro-4H-benzo[b][1,4]oxazine-4,6-dicarboxylate BrC=1C(=CC2=C(OCCN2C(=O)OC2=CC=CC=C2)C1)C(=O)OC